OC1=C(C=CC(=C1)OCC(COCCCCCCCCCCCC)O)C1=NC(=NC(=N1)C1=C(C=C(C=C1)C)C)C1=C(C=C(C=C1)C)C 2-[2-hydroxy-4-(2-hydroxy-3-dodecyloxypropoxy)-phenyl]-4,6-bis(2,4-dimethyl-phenyl)-1,3,5-triazine